tert-butyl 4-((2-(2,6-dioxopiperidin-3-yl)-1,3-dioxoisoindolin-4-yl)oxy)butanoate O=C1NC(CCC1N1C(C2=CC=CC(=C2C1=O)OCCCC(=O)OC(C)(C)C)=O)=O